5-HYDROXYPENTANAL OCCCCC=O